1-methyl-4-{4-[3-phenyl-2-(pyridin-4-yl)furo[3,2-b]pyridin-6-yl]phenyl}piperazine CN1CCN(CC1)C1=CC=C(C=C1)C=1C=C2C(=NC1)C(=C(O2)C2=CC=NC=C2)C2=CC=CC=C2